1-((ethoxycarbonyl)oxy)ethyl 5-(1'-(4,8-dimethoxy-quinoline-2-carbonyl)-1-oxospiro[isochroman-3,4'-piperidin]-7-yl)nicotinate COC1=CC(=NC2=C(C=CC=C12)OC)C(=O)N1CCC2(CC1)OC(C1=CC(=CC=C1C2)C=2C=NC=C(C(=O)OC(C)OC(=O)OCC)C2)=O